7-methylisoquinolin-3-amine CC1=CC=C2C=C(N=CC2=C1)N